2,4-Dimethylthiophenyl Carbamate C(N)(OC1=C(C=C(C=C1)SC)SC)=O